ClC=1C=C(C=CC1C(=O)N1CCN(CC1)C(=O)C1CC[N+](CC1)(C)C)NC(=O)C=1N(C(=CN1)C=1C(=NC(=C(C1)F)N(C)C)F)C N-[3-chloro-4-[4-(1,1-dimethylpiperidin-1-ium-4-carbonyl)piperazine-1-carbonyl]phenyl]-5-[6-(dimethylamino)-2,5-difluoro-3-pyridyl]-1-methyl-imidazole-2-carboxamide